N-[(1S)-1-(oxazol-5-ylmethyl)-2-oxo-2-[[(1R)-4-phenyl-1-[(1S,2S,6R,8S)-2,9,9-trimethyl-3,5-dioxa-4-boratricyclo[6.1.1.02,6]decan-4-yl]butyl]amino]ethyl]pyrazine-2-carboxamide O1C=NC=C1C[C@@H](C(N[C@@H](CCCC1=CC=CC=C1)B1O[C@]2([C@@H]3C([C@H](C[C@H]2O1)C3)(C)C)C)=O)NC(=O)C3=NC=CN=C3